7-methylimidazo[1,2-b]pyridazine Hydrochloride Cl.CC1=CC=2N(N=C1)C=CN2